FCCCC=1C(=NC(=NC1OC)N)OC 5-(3-fluoropropyl)-4,6-dimethoxypyrimidin-2-amine